p-cyanophenyl trans-4-pentylcyclohexanecarboxylate CCCCCC1CCC(CC1)C(=O)OC2=CC=C(C=C2)C#N